C1(CC1)C1=CC(=C(C=C1)CN1N=C(C=C1)NC(C1=C(C=CC=C1F)F)=O)C(F)(F)F N-(1-{[4-cyclopropyl-2-(trifluoromethyl)phenyl]methyl}-1H-pyrazol-3-yl)-2,6-difluorobenzamide